C(C=C)P(O)(O)(O)CC=C.P(OCC=C)(OCC=C)O diallyl phosphite (diallyl phosphite)